hydroxymethyl-coenzyme A OCSCCNC(CCNC([C@@H](C(COP(OP(OC[C@@H]1[C@H]([C@H]([C@@H](O1)N1C=NC=2C(N)=NC=NC12)O)OP(=O)(O)O)(=O)O)(=O)O)(C)C)O)=O)=O